3-Bromo-4-(2-chloroethoxy)benzoic acid methyl ester COC(C1=CC(=C(C=C1)OCCCl)Br)=O